C(C)C(COC(C=C)=O)CCCC 2-Ethyl-hexylacrylat